N1=C(C(=CC=C1)C(=O)[O-])C1=NC=CC=C1 bipyridyl-carboxylate